8-benzyl-3-(2-hydroxyethyl)-2-oxa-8-azaspiro[4.5]decan-1-one C(C1=CC=CC=C1)N1CCC2(CC(OC2=O)CCO)CC1